methyl (S)-3-(3,4-difluorophenyl)-2-((R)-1-isopropylpyrrolidine-2-carboxamido)propanoate FC=1C=C(C=CC1F)C[C@@H](C(=O)OC)NC(=O)[C@@H]1N(CCC1)C(C)C